C(C)(C)OC=1C=CC(=NC1)C(=O)N(C)OC 5-isopropoxy-N-methoxy-N-methylpyridineamide